ClC=1C(=CC(=NC1)NC(C[C@H]1N(CCC1)C(=O)NC)=O)C1=C2N(N=C1)CC(C2)(C)C (S)-2-(2-((5-chloro-4-(5,5-dimethyl-5,6-dihydro-4H-pyrrolo[1,2-b]pyrazol-3-yl)pyridin-2-yl)amino)-2-oxoethyl)-N-methylpyrrolidine-1-carboxamide